7-Isopentyl-2-methoxy-5,6,7,8-tetrahydro-1,6-naphthyridine C(CC(C)C)C1NCC=2C=CC(=NC2C1)OC